[Cl-].COC=1C=C2C(=CNC2=CC1)CC[NH+](CCC)C(C)C [2-(5-methoxy-1H-indol-3-yl)ethyl](propan-2-yl)propylazanium chloride